CC(CCCCCC)P(OCC(CCCC)CC)([O-])=O (2-ethylhexyl) ((1-methylheptyl) phosphonate)